methyl 2-methoxy-4-((S)-1-((R)-morpholine-3-carboxamido)ethyl)benzoate COC1=C(C(=O)OC)C=CC(=C1)[C@H](C)NC(=O)[C@@H]1NCCOC1